C(C)C12CCCN2C(C2=C1SC(=C2)C2=NC(=NC=C2C)NC2CCN(CC2)S(=O)(=O)C)=O 8a-Ethyl-2-[5-methyl-2-[(1-methylsulfonylpiperidin-4-yl)amino]pyrimidin-4-yl]-7,8-dihydro-6H-thieno[2,3-a]pyrrolizin-4-one